nickel-cobalt-manganese-cobalt [Co].[Mn].[Co].[Ni]